ClCOCCCOCCl 1,3-di(chloromethoxy)propane